4-(chlorodifluoromethyl)-2,6-diphenylpyridine ClC(C1=CC(=NC(=C1)C1=CC=CC=C1)C1=CC=CC=C1)(F)F